O1C=CC=2C(=NC=CC21)C(C)(C)NC(C[C@@H]2N(CCC2)C)=O (R)-N-(2-(furo[3,2-c]pyridin-4-yl)propan-2-yl)-2-(1-methylpyrrolidin-2-yl)acetamide